1-(2-fluoro-6-(2-hydroxyethoxy)benzyl)-3,4-dimethyl-2-oxo-N-(2,4,6-trifluorobenzyl)-1,2,3,4-tetrahydroquinazoline-7-carboxamide FC1=C(CN2C(N(C(C3=CC=C(C=C23)C(=O)NCC2=C(C=C(C=C2F)F)F)C)C)=O)C(=CC=C1)OCCO